BrC=1SC2=C(N1)C=C(C(=C2)O)F 2-bromo-5-fluorobenzo[d]Thiazol-6-ol